2-{[7-amino-4-(3-ethyl-1H-indazol-5-yl)-1-oxo-2,3-dihydro-1H-isoindol-2-yl]methyl}prop-2-enenitrile NC=1C=CC(=C2CN(C(C12)=O)CC(C#N)=C)C=1C=C2C(=NNC2=CC1)CC